O1CC(C1)OC(=O)OCOC(=O)C1=C(C=CC=2[C@@H]3[C@H](B(OC21)O)C3)F.OCCO[NH-] (2-hydroxyethoxy)amid Oxetan-3-yloxycarbonyloxymethyl-(1aR,7bS)-5-fluoro-2-hydroxy-1a,7b-dihydro-1H-cyclopropa[c][1,2]benzoxaborinine-4-carboxylate